C(C)(C)(C)OC(=O)N(CCCCCOC1=C(C=CC(=C1)C)S[C@@H]1[C@H](CCC1)C(=O)O)C1CCC(CC1)(F)F |o1:22,23| (1R*,2S*)-2-((2-((5-((tert-Butoxycarbonyl)(4,4-difluorocyclohexyl)amino)pentyl)oxy)-4-methylphenyl)thio)cyclopentane-1-carboxylic acid